2,4-dichlorobenzoic acid potassium salt [K+].ClC1=C(C(=O)[O-])C=CC(=C1)Cl